ClC(C(=O)OC1CC(CC(C1)C)(C)C)=C 3,3,5-trimethylcyclohexyl α-chloroacrylate